2-(4-(4-(((tert-Butyldimethylsilyl)oxy)methyl)thiazol-2-yl)phenyl)propan-2-ol [Si](C)(C)(C(C)(C)C)OCC=1N=C(SC1)C1=CC=C(C=C1)C(C)(C)O